C(C)OC1=C(O[C@H]2CN(CCC2)C2=CN=CC(=N2)NC(NC2=CC=C(C=C2)CC(=O)O)=O)C=CC=C1 (R)-2-(4-(3-(6-(3-(2-ethoxyphenoxy)piperidin-1-yl)pyrazin-2-yl)ureido)phenyl)acetic acid